S(=O)(=O)(F)F difluorosulfuric acid